3-[({(1R)-6-[methyl(4-tolyl)amino]-1,2,3,4-tetrahydroisoquinolyl}methyl)amino]pyridine-4-carboxylic acid CN(C=1C=C2CCN[C@H](C2=CC1)CNC=1C=NC=CC1C(=O)O)C1=CC=C(C=C1)C